COC(CC=1C=C(C=CC1)C1=C(C(=C(C=C1)OC)OCCC)C#N)=O 2-(2'-cyano-4'-methoxy-3'-propoxy-[1,1'-biphenyl]-3-yl)acetic acid methyl ester